FC(OC=1C=C(C=CC1)C1=CC(=C(O1)C)C(=O)NC1=NC(=NS1)CC(C)O)F 5-(3-(Difluoromethoxy)phenyl)-N-(3-(2-hydroxypropyl)-1,2,4-thiadiazol-5-yl)-2-methyl-furan-3-carboxamide